ClC1=C(COC2=CC(=CC=C12)OCC=1C=C2C(=NN(C2=CC1)C(C)C)Cl)CN1CCC(CC1)C(=O)OCC ethyl 1-[4-chloro-7-(3-chloro-1-isopropyl-1H-indazol-5-ylmethoxy)-2H-chromen-3-ylmethyl]-piperidine-4-carboxylate